Isopropyl (S)-2-acetamido-6-diazo-5-oxohexanoate C(C)(=O)N[C@H](C(=O)OC(C)C)CCC(C=[N+]=[N-])=O